5-((5-(2-(((1R,3S)-3-aminocyclopentyl)oxy)-6-isopropoxyphenyl)-1H-pyrazol-3-yl)amino)pyrazine-2-carbonitrile N[C@@H]1C[C@@H](CC1)OC1=C(C(=CC=C1)OC(C)C)C1=CC(=NN1)NC=1N=CC(=NC1)C#N